BENZYL SALICYLATE (benzyl 2-hydroxybenzoate) C(C1=CC=CC=C1)C=1C(=C(C(=O)O)C=CC1)O.C(C=1C(O)=CC=CC1)(=O)OCC1=CC=CC=C1